C12(CCC1)COC1=C(C(N2)=O)C=CC=C1 4,5-dihydro-2H-spiro[1,4-benzoxazepin-3,1'-cyclobutan]-5-one